C(C)(C)(C)C1=NC=C(C=N1)C=1N=C2SC[C@H](CN2C(C1C#N)=N)C (3S)-8-(2-tert-butylpyrimidin-5-yl)-6-imino-3-methyl-2H,3H,4H,6H-pyrimido[2,1-b][1,3]thiazine-7-carbonitrile